C1(CC1)[C@@H](C(=O)N)NC1=CC2=C(C=3N(CCO2)C=C(N3)N3C(OC[C@H]3C(F)F)=O)C=C1 (S)-2-cyclopropyl-2-((2-((S)-4-(difluoromethyl)-2-oxooxazolidin-3-yl)-5,6-dihydrobenzo[f]imidazo[1,2-d][1,4]oxazepin-9-yl)amino)acetamide